cis-syn-3,4-diazidocyclopentanecarboxylic acid N(=[N+]=[N-])C1CC(CC1N=[N+]=[N-])C(=O)O